N-(9-((2R,3S,4S,5S)-4-amino-3-(tert-butyldimethylsilyloxy)-5-(hydroxymethyl)-tetrahydrofurane-2-yl)-6-oxo-6,9-dihydro-1H-purin-2-yl)isobutyramide N[C@@H]1[C@@H]([C@@H](O[C@@H]1CO)N1C=2N=C(NC(C2N=C1)=O)NC(C(C)C)=O)O[Si](C)(C)C(C)(C)C